trans-1,2-diiodoethene I\C=C\I